C(C(C)C)N1N=C2C(N=C(N=C2N[C@H](C)C=2C=NC3=CC=CC=C3C2)N2CCN(CC2)C(C)=O)=C1 1-{4-[2-Isobutyl-7-((R)-1-quinolin-3-yl-ethylamino)-2H-pyrazolo[4,3-d]pyrimidin-5-yl]-piperazin-1-yl}-ethanon